2-ethyl-3,7-dimethyl-6-[4-(trifluoromethoxy)phenoxy]quinoline C(C)C1=NC2=CC(=C(C=C2C=C1C)OC1=CC=C(C=C1)OC(F)(F)F)C